NC1=NC(=C(C=C1C=1C=C2C(=CNC(C2=CC1)=O)F)C=1C=C2[C@@H](CCOC2=CC1)N(C)C)F (R)-6-(2-amino-5-(4-(dimethylamino)chroman-6-yl)-6-fluoropyridin-3-yl)-4-fluoroisoquinolin-1(2H)-one